C(C)N1C(=O)N(C(=O)C(=C1N)NC(=O)\C=C\C1=CC(=C(C=C1)OC)OC)CC (E)-1,3-diethyl-6-amino-5-(3,4-dimethoxyphenyl-acryl)aminouracil